N4-(4-(3-chloro-1H-indol-1-yl)pyrimidin-2-yl)-N1-(2-(dimethylamino)ethyl)-5-methoxy-N1-methylbenzene-1,2,4-triamine ClC1=CN(C2=CC=CC=C12)C1=NC(=NC=C1)NC=1C=C(C(=CC1OC)N(C)CCN(C)C)N